CC1=C(C2=C(C(N(C=C2C#CC(C(F)(F)F)(C2=CC=CC=C2)O)C)=O)N1)C(=O)OCC1=C(C=CC=C1)C o-tolylmethyl 2,6-dimethyl-7-oxo-4-(4,4,4-trifluoro-3-hydroxy-3-phenyl-but-1-ynyl)-1H-pyrrolo[2,3-c]pyridine-3-carboxylate